7-methoxy-3-oxo-2,1,3λ5-benzoxadiazole-5-carboxylate COC1=CC(=CC=2C1=NON2=O)C(=O)[O-]